N-(1-(4-(3H-imidazo[4,5-b]pyridin-7-yl)-1H-pyrazole-1-carbonyl)pyrrolidin-3-yl)propane-1-sulfonamide N1=CNC2=NC=CC(=C21)C=2C=NN(C2)C(=O)N2CC(CC2)NS(=O)(=O)CCC